2-amino-6-borono-2-(3-(4-(phenylamino)piperidin-1-yl)propyl)hexanoic acid NC(C(=O)O)(CCCCB(O)O)CCCN1CCC(CC1)NC1=CC=CC=C1